FC=1C(=C(C=C(C1)COC1=CC(=CC=C1)F)NC(=O)C1N(C(CC1)=O)C)OC N-(3-Fluoro-5-((3-fluorophenoxy)methyl)-2-methoxyphenyl)-1-methyl-5-oxo-pyrrolidine-2-carboxamide